CC1=C(C=CC=C1)[SiH3] 2-methylphenyl-silane